OC=1C=C(C=C(C1)O)C1=COC=2C1=C(C=C(C2)O)C(=O)N 3-(3,5-dihydroxyphenyl)-6-hydroxy-4-benzofurancarboxamide